C1C(CC12CCC2)OC([C@@H](N)C)=O L-alanine spiro[3.3]hept-2-yl ester